ClC1=CC=C(C(=C1C(=O)NCC1=C(C=CC(=C1)C=1C=NN(C1)C)F)F)C=1C=CC=2N(N1)C=C(N2)NC(C)=O 6-chloro-3-{2-acetamidoimidazo[1,2-b]pyridazin-6-yl}-2-fluoro-N-{[2-fluoro-5-(1-methyl-1H-pyrazol-4-yl)phenyl]methyl}benzamide